CC=1SC2=C(N1)C(=CC(=C2)C(=O)O)C(F)(F)F 2-methyl-4-(trifluoromethyl)benzo[d]thiazole-6-carboxylic acid